FCCN[C@@H]1C[C@H](C1)OC=1C=2N(C=C(N1)C=1C=NN(C1)C)N=CC2 (trans)-N-(2-fluoroethyl)-3-((6-(1-methyl-1H-pyrazol-4-yl)pyrazolo[1,5-a]pyrazin-4-yl)oxy)cyclobutan-1-amine